C(C)(C)(C)OC(=O)N1CC(C1)C=1N=C2N(C=C(C(=C2)OCC)C(NC2=NC(=CC=C2)C(F)F)=O)C1 3-(6-((6-(difluoromethyl)pyridin-2-yl)carbamoyl)-7-ethoxyimidazo[1,2-a]Pyridin-2-yl)azetidine-1-carboxylic acid tert-butyl ester